dimethylanilinium (pentafluorophenyl)borate FC1=C(C(=C(C(=C1OB([O-])[O-])F)F)F)F.C[NH+](C1=CC=CC=C1)C.C[NH+](C1=CC=CC=C1)C